tert-butyl (1S,4S)-5-(7-bromo-8-fluoro-2-((S)-2-methoxypropoxy)-6-(trifluoromethyl) quinazolin-4-yl)-2,5-diazabicyclo[2.2.1]heptane-2-carboxylate BrC1=C(C=C2C(=NC(=NC2=C1F)OC[C@H](C)OC)N1[C@@H]2CN([C@H](C1)C2)C(=O)OC(C)(C)C)C(F)(F)F